4,5-dimethyl-2-(methylsulfonyl)pyrido[3,4-d]pyrimidin-8-amine CC=1C2=C(N=C(N1)S(=O)(=O)C)C(=NC=C2C)N